octadecyl [3-(3,5-di-tert-butyl-4-hydroxyphenyl) propionate] (octadecyl-[3-(3,5-di-t-butyl-4-hydroxyphenyl)-propionate]) C(CCCCCCCCCCCCCCCCC)C(C(=O)O)CC1=CC(=C(C(=C1)C(C)(C)C)O)C(C)(C)C.C(C)(C)(C)C=1C=C(C=C(C1O)C(C)(C)C)CCC(=O)OCCCCCCCCCCCCCCCCCC